5-(pent-4-en-1-yloxy)tetrahydrofuran-3-yl 4-methylbenzoate CC1=CC=C(C(=O)OC2COC(C2)OCCCC=C)C=C1